BrC1=NC(=CC(=C1)[C@H]1O[C@H]1COC)Cl |r| racemic-2-bromo-6-chloro-4-((2R,3S)-3-(methoxymethyl)oxiran-2-yl)pyridine